C(=O)O.O1N=C(C2=C1C=CC=C2)C2=C(C=CC=C2)[C@H](CC2=NC(=CC=C2F)C#N)N (S)-1-[2-(Benzo[d]isoxazol-3-yl)phenyl]-2-(6-cyano-3-fluoropyridin-2-yl)ethan-1-amine formate